((3-hydroxypropyl)amino)benzonitrile OCCCNC1=C(C#N)C=CC=C1